ONC(CCC1=NC2=CC=CC=C2C(N1)=O)=O N-hydroxy-3-(4-oxo-3,4-dihydro-quinazolin-2-yl)propionamide